(S)-N2-(3,3-Difluoro-1-methylpiperidin-4-yl)-5-(3-(2,2-difluoroethyl)-2-methyl-3H-imidazo[4,5-b]pyridin-5-yl)-N4-methylpyrrolo[2,1-f][1,2,4]triazine-2,4-diamine FC1(CN(CC[C@@H]1NC1=NN2C(C(=N1)NC)=C(C=C2)C2=CC=C1C(=N2)N(C(=N1)C)CC(F)F)C)F